N1CC(C1)CS(=O)(=O)C=1C(=C(C=CC1)S(=O)(=O)N)C1=NN=NN1 azetidin-3-ylmethyl(sulfonyl)-2-(1H-tetrazol-5-yl)benzenesulfonamide